CC1=C(C2=C(C(=CO2)CC(=O)NC2=NC=C(C=C2)C(F)(F)F)C=C1)C 2-(6,7-dimethylbenzofuran-3-yl)-N-(5-(trifluoromethyl)pyridin-2-yl)acetamide